[Cl-].[Cl-].C[Si](=[Zr+2](C1C(=CC2=C(C=CC=C12)C1=CC=C(C=C1)C(C)(C)C)C)C1C(=CC2=C(C=CC=C12)C1=CC=C(C=C1)C(C)(C)C)C(C)C)C Dimethylsilylene-(2-isopropyl-4-(p-tert-butyl-phenyl)indenyl)(2-methyl-4-(p-tert-butyl-phenyl)indenyl)zirconium dichloride